(R)-1-(4-((4-((2-fluoro-4-((2-((tetrahydrofuran-3-yl)amino)pyridin-4-yl)oxy)phenyl)amino)-7-methoxyquinazolin-6-yl)amino)piperidin-1-yl)prop-2-en-1-one FC1=C(C=CC(=C1)OC1=CC(=NC=C1)N[C@H]1COCC1)NC1=NC=NC2=CC(=C(C=C12)NC1CCN(CC1)C(C=C)=O)OC